C(C)(C)(C)OCC/C=C/CO (E)-5-(tert-butoxy)-2-pentene-1-ol